2-[(3S,5R)-1-[5-chloro-4-[[3-(3-hydroxy-3-methyl-butyl)-1-methyl-2-oxo-benzimidazol-5-yl]amino]pyrimidin-2-yl]-4,4-difluoro-5-methyl-3-piperidyl]isoindoline-1,3-dione ClC=1C(=NC(=NC1)N1C[C@@H](C([C@@H](C1)C)(F)F)N1C(C2=CC=CC=C2C1=O)=O)NC1=CC2=C(N(C(N2CCC(C)(C)O)=O)C)C=C1